FC1=C(C=CC(=C1)NC1=NC=C(C(=N1)OC1C(COCC1)(C)O)C(F)(F)F)S(=O)(=O)NC([2H])([2H])[2H] fluoro-4-((4-((3-hydroxy-3-methyltetrahydro-2H-pyran-4-yl)oxy)-5-(trifluoromethyl)pyrimidin-2-yl)amino)-N-(methyl-d3)benzenesulfonamide